FC1=C(C=CC(=C1)F)S(=O)(=O)NC=1C=C(C=NC1OC)C=1C=C2C(=NC=NC2=CC1C)N1CCNCC1 4-(6-(5-((2,4-difluorophenyl)sulfonamido)-6-methoxypyridin-3-yl)-7-methylquinazolin-4-yl)piperazine